(3aS,7R,7aS)-2-chloro-3-methyloctahydrobenzo[d][1,3,2]oxazaphosphole-7-carbonitrile ClP1O[C@@H]2[C@@H](N1C)CCC[C@@H]2C#N